FC=1C(=CC2=C(C(NC=3CNC[C@H](C23)N(C(=O)C2=CC=C(C=C2)C2=CC(=CC=C2)F)C)=O)C1)F (S)-N-(8,9-difluoro-6-oxo-1,2,3,4,5,6-hexahydrobenzo[c][1,7]naphthyridin-1-yl)-3'-fluoro-N-methyl-[1,1'-biphenyl]-4-carboxamide